C=CCCCCCCCC dec-ene